C[C@H]1CC[C@@H](N(C1)C(=O)OC(C)(C)C)C=1C=CC2=C(N=C(S2)N2CCN(CC2)C)C1 tert-butyl (2R,5S)-5-methyl-2-[2-(4-methylpiperazin-1-yl)-1,3-benzothiazol-5-yl]piperidine-1-carboxylate